1-(4-(4-((6-chloro-4-(4-(hydroxymethyl)-4-methylpiperidin-1-yl)pyridin-3-yl)ethynyl)-1H-pyrazol-1-yl)piperidin-1-yl)ethan-1-one ClC1=CC(=C(C=N1)C#CC=1C=NN(C1)C1CCN(CC1)C(C)=O)N1CCC(CC1)(C)CO